FC=1C=C2C(=CC=NC2=CC1)C1CCC(CC1)=CC#N 2-(4-(6-fluoroquinolin-4-yl)cyclohexylidene)acetonitrile